N1C=CC2=CC=C(C=C12)NC1=CC(=CC(=N1)C#N)NC=1C=NC=C(C1)C(F)(F)F 6-[(1H-indol-6-yl)amino]-4-{[5-(trifluoromethyl)pyridin-3-yl]amino}pyridine-2-carbonitrile